C(C)(C)S iso-Propyl Mercaptan